5-[4-{[(1-Methyl-1H-pyrazol-5-yl)methyl]amino}-3-(trifluoromethyl)phenyl]-3,6-dihydro-2H-1,3,4-oxadiazin-2-on CN1N=CC=C1CNC1=C(C=C(C=C1)C1=NNC(OC1)=O)C(F)(F)F